N1=C(C=CC=C1)C=1C(=NC=CN1)[C@@H](C)N |r| (rac)-1-[3-(pyridin-2-yl)pyrazin-2-yl]ethan-1-amine